CC(C(C)=O)(C)C 3,3-Dimethyl-2-butanon